5-(5-bromo-4-methyl-1H-benzo[d][1,2,3]triazol-1-yl)pentan-1-ol BrC1=C(C2=C(N(N=N2)CCCCCO)C=C1)C